Cl.NC1=C(C=NC(=C1)NC(C)=O)C1=NC=C(C=C1)C(C)F N-(4'-amino-5-(1-fluoroethyl)-[2,3'-bipyridyl]-6'-yl)acetamide hydrochloride